NC1=C(C=CC=C1)C(C)=O 1-(2-aminophenyl)ethan-1-one